ClC1=CC(=C(C=C1)C1=NC(=NN1C1=C(C=C(C=C1)F)F)OCC(=O)O)F {[5-(4-chloro-2-fluorophenyl)-1-(2,4-difluorophenyl)-1H-1,2,4-triazol-3-yl]oxy}acetic acid